CC(C(=O)OC1=CC=CC=C1)C(=O)OC(F)(F)F 1-phenyl 3-(trifluoromethyl) 2-methylmalonate